ClC1=CC(=C(COC2=CC=CC(=N2)C2CCN(CC2)CC2=NC3=C(N2C)C=C(C2=C3OCO2)C(=O)O)C=C1)F 7-((4-(6-((4-Chloro-2-fluorobenzyl)oxy)pyridin-2-yl)piperidin-1-yl)methyl)-6-methyl-6H-[1,3]dioxolo[4',5':3,4]benzo[1,2-d]imidazole-4-carboxylic acid